2-(1-((5-(5-(difluoromethyl)-1,3,4-oxadiazol-2-yl)-3-fluoropyridin-2-yl)methyl)-1H-1,2,3-triazol-4-yl)benzaldehyde FC(C1=NN=C(O1)C=1C=C(C(=NC1)CN1N=NC(=C1)C1=C(C=O)C=CC=C1)F)F